CN(CCC[C@@H](C(=O)O)N)C(=N)N δ-N-methylarginine